COC1=C(C=CC(=C1)B1OC(C(O1)(C)C)(C)C)C=1CCN(CC1)C 4-(2-methoxy-4-(4,4,5,5-tetramethyl-1,3,2-dioxaborolan-2-yl)phenyl)-1-methyl-1,2,3,6-tetrahydropyridine